CC1=C(SC(=C1)C)CN(C(OC)=O)N1C(C2=CC=CC=C2C1=O)=O methyl ((3,5-dimethylthiophen-2-yl)methyl)(1,3-dioxoisoindolin-2-yl)carbamate